C(C)(C)N(C(C)C)C1=NN=NN1 (diisopropylamino)(tetrazole)